(5-(5-((R)-1-(3,5-dichloropyridin-4-yl)ethoxy)-1-(tetrahydro-2H-pyran-2-yl)-1H-indazol-3-yl)pyridin-2-yl)piperazine-1-carboxylic acid tert-butyl ester C(C)(C)(C)OC(=O)N1C(CNCC1)C1=NC=C(C=C1)C1=NN(C2=CC=C(C=C12)O[C@H](C)C1=C(C=NC=C1Cl)Cl)C1OCCCC1